4-(2-chloro-6-fluorobenzyl)-5-(cyclohexylmethyl)-2-methyl-2,4-dihydro-3H-1,2,4-triazol-3-one ClC1=C(CN2C(N(N=C2CC2CCCCC2)C)=O)C(=CC=C1)F